FC(C(F)(F)F)C(COCC(C)C(C(F)(F)F)F)C 2-tetrafluoroethyl-n-propyl ether